methyl (S)-3-phenyl-4-nitrobutanoate C1(=CC=CC=C1)[C@H](CC(=O)OC)C[N+](=O)[O-]